(1,4,6,7-tetrahydro-5H-pyrazolo[4,3-c]pyridin-5-yl)methanone N1N=CC=2CN(CCC21)C=O